2-(3-(1-(2-(2-methoxyethoxy)ethyl)-5-(pentan-3-ylcarbamoyl)-1H-1,2,4-triazol-3-yl)phenyl)-N-(pentan-3-yl)oxazole-5-carboxamide tert-butyl-(3S)-3-methylpiperazine-1-carboxylate C(C)(C)(C)OC(=O)N1C[C@@H](NCC1)C.COCCOCCN1N=C(N=C1C(NC(CC)CC)=O)C=1C=C(C=CC1)C=1OC(=CN1)C(=O)NC(CC)CC